FC1=C(N)C=C(C(=C1)OC)OC1=CN(C2=CC=CC=C12)C1=C(C=CC=C1)C 2-fluoro-4-methoxy-5-((1-tolyl-1H-indol-3-yl)oxy)aniline